COC1=CC=NC=C1C#CC1=C(C=CC=C1)N(C=O)CC1=CC=C(C=C1)C1=C(C=CC=C1)OC 4-Methoxy-5-(2-{2-[N-({2'-methoxy-[1,1'-biphenyl]-4-yl}methyl)formamido]phenyl}ethynyl)pyridin